3-(p-isopropylphenyl)propanal C(C)(C)C1=CC=C(C=C1)CCC=O